OC1([C@H](CC(CC1)C(=C)C)[N+](C)(C)C)C (1S,4R)-(2-hydroxy-5-(1-methylvinyl)-2-methylcyclohexyl)-trimethyl-ammonium